[Na+].N1N=NN=C1C([O-])=S tetrazolethioate sodium